ClC1=C2C[C@H](OC(C2=C(C(=C1)C(=O)N[C@H](C(=O)OC)CC1=CC=CC=C1)O)=O)C methyl (2S)-2-[[(3R)-5-chloro-8-hydroxy-3-methyl-1-oxo-3,4-dihydroisochromene-7-carbonyl] amino]-3-phenylpropionate